morpholinopyridin O1CCN(CC1)C1=NC=CC=C1